1-(4-((3'-(3-(4-((2-carboxypiperidin-1-yl)methyl)-1H-1,2,3-triazol-1-yl)propoxy)-2,2'-dimethyl-[1,1'-biphenyl]-3-yl)methoxy)-5-chloro-2-methoxybenzyl)piperidine-2-carboxylic acid C(=O)(O)C1N(CCCC1)CC=1N=NN(C1)CCCOC=1C(=C(C=CC1)C1=C(C(=CC=C1)COC1=CC(=C(CN2C(CCCC2)C(=O)O)C=C1Cl)OC)C)C